ClC=1C=C(C=CC1OC)C=1C2=C(N=NC1)N(C=N2)CC 4-(3-chloro-4-methoxyphenyl)-7-ethyl-7H-imidazo[4,5-c]pyridazine